OC1=CC=C(C=C1)C=CC(=O)C1=CC=C(C=C1)NS(=O)(=O)C1=CC=C(C=C1)C N-[4-[3-(4-Hydroxyphenyl)prop-2-enoyl]phenyl]-4-methylbenzenesulfonamide